(1s,3s)-3-((difluoromethoxy)methyl)cyclobutanol 1-(Tert-butyl)2-methyl-(2S,4S)-4-(N-(4,4-dimethylcyclohexyl)pivalamido)pyrrolidine-1,2-dicarboxylate C(C)(C)(C)[C@@H]1[C@](N(C[C@H]1N(C(C(C)(C)C)=O)C1CCC(CC1)(C)C)C(=O)OC1CC(C1)COC(F)F)(C(=O)O)C